C(C=C)[N+]12CC[N+](CC1)(CC2)CC=C 1,4-diallyl-1,4-diazabicyclo[2.2.2]octane-1,4-diium